5-(Benzyloxy)-6-cyclopropylpyrimidine-4-carboxylic acid C(C1=CC=CC=C1)OC=1C(=NC=NC1C1CC1)C(=O)O